1-(2-(dimethylamino)-1-(4-fluoro-3-iodophenyl)ethyl)-4-(5-morpholino-1H-pyrrolo[2,3-b]pyridin-3-yl)pyridin-2(1H)-one CN(CC(C1=CC(=C(C=C1)F)I)N1C(C=C(C=C1)C1=CNC2=NC=C(C=C21)N2CCOCC2)=O)C